COCCOCCOC methoxy-2-(2-methoxy-ethoxy)-ethane